C(C1=CC=CC=C1)N1CCN(CC1)C1=CC(=C(C=C1)NC=1N=CC2=C(N3C=CC(=C3CC2)C(=O)Cl)N1)C benzyl-4-[4-[(7-chlorocarbonyl-5,6-dihydropyrimido[4,5-e]indolizin-2-yl)amino]-3-methyl-phenyl]piperazine